N1=C(C=CC2=CC=CC=C12)C1=CC=C(C=C1)CO (4-(quinoline-2-yl)phenyl)methanol